(bis(4-methoxyphenyl)methyl)carboxamide COC1=CC=C(C=C1)C(C1=CC=C(C=C1)OC)C(=O)N